O1C(C1)C=1C=C2C(=NC1)N(C=C2)S(=O)(=O)C2=CC=C(C)C=C2 5-(oxiran-2-yl)-1-tosyl-1H-pyrrolo[2,3-b]Pyridine